BrCC(=O)C1COC2=C(C=CC=C2C1)CC(=O)OCC Ethyl 2-(3-(2-bromoacetyl)chroman-8-yl)acetate